4,4,5,5-tetramethyl-2-(4-phenylnaphthalen-1-yl)-1,3,2-dioxaborolane CC1(OB(OC1(C)C)C1=CC=C(C2=CC=CC=C12)C1=CC=CC=C1)C